CC1=C(C=C(C=C1)COC1=C(C=CC=C1)CN1C(=NC2=C1C=CC=C2)C2=CC=C(C=C2)OC(F)(F)F)CC(=O)OCC Ethyl 2-(2-methyl-5-((2-((2-(4-(trifluoromethoxy)phenyl)-1H-benzo[d]imidazol-1-yl)methyl)phenoxy)methyl)phenyl)acetate